(22R,25R)-2beta,3beta,11alpha,14,20,22,25,26-octahydroxy-5beta-cholest-7-en-6-one O[C@@H]1[C@@H](C[C@H]2C(C=C3[C@@]4(CC[C@H]([C@@]([C@@H](CC[C@@](CO)(C)O)O)(C)O)[C@]4(C[C@H]([C@@H]3[C@]2(C1)C)O)C)O)=O)O